(S)-N-{(S)-1-[2-(benzo[d]isoxazol-3-yl)-6-fluorophenyl]-2-(6-methylpyridin-2-yl)ethyl}-2-methylpropane-2-sulfinamide O1N=C(C2=C1C=CC=C2)C2=C(C(=CC=C2)F)[C@H](CC2=NC(=CC=C2)C)N[S@@](=O)C(C)(C)C